ClC=1OC2=C(C1)C(=CC=C2COC2=CC=CC(=N2)C2=CCC(CC2)CC2=NC1=C(N2C[C@H]2OCC2)C=C(C=C1)C(=O)OC)C#N methyl 2-((4-(6-((2-chloro-4-cyanobenzofuran-7-yl)methoxy)pyridin-2-yl)cyclohex-3-en-1-yl)methyl)-1-(((S)-oxetan-2-yl)methyl)-1H-benzo[d]imidazole-6-carboxylate